2-(2-ethoxy-2-oxoethyl)-8-methylquinoline-3-carboxylic acid C(C)OC(CC1=NC2=C(C=CC=C2C=C1C(=O)O)C)=O